NCC1(CCCCCC1)N(C)C 1-(aminomethyl)-N,N-dimethylcycloheptylamine